C(C)C1=NC=C(C(C1O)=O)O 2-ethyl-3,5-dihydroxypyridin-4-one